1-{[(2R,5R)-1-(2-{6-[(2,4-Difluorophenyl)methyl]-3,3-dimethyl-1H,2H,3H-pyrrolo[3,2-c]pyridin-1-yl}-2-oxoethyl)-5-methylpiperazin-2-yl]methyl}pyrrolidin-2-one hydrochloride Cl.FC1=C(C=CC(=C1)F)CC1=CC2=C(C=N1)C(CN2C(CN2[C@H](CN[C@@H](C2)C)CN2C(CCC2)=O)=O)(C)C